CN(C1(CN(C1)C=1C=NC2=CC=C(N=C2C1)C=1C(=NNC1)C1=NC(=CC=C1)C)C)C N,N,3-trimethyl-1-[6-[3-(6-methyl-2-pyridyl)-1H-pyrazol-4-yl]-1,5-naphthyridin-3-yl]azetidin-3-amine